C(C)(=O)[O-].[Na+].[Na+].P(=O)(O)([O-])[O-].[K+] potassium hydrogen phosphate disodium acetate